BrC12C(N(C(C2C2(C(=C(C1(C2=O)C)C2=CC=C(C=C2)OCCOCCOCCOC)C2=CC=C(C=C2)OCCOCCOCCOC)C)=O)C2=CC=C(C=C2)OCCOCCOCCOC)=O 3a-Bromo-3a,4,7,7a-tetrahydro-4,7-dimethyl-2,5,6-tri-(4-(2-(2-(2-methoxyethoxy)ethoxy)ethoxy)phenyl)-4,7-methano-1H-isoindole-1,3,8(2H)-trione